FC(C(=O)O)(F)F.FC(C(=O)O)(F)F.C(C1=C[N+](=CC=C1)[O-])(=O)N nicotinamide-1-oxide ditrifluoroacetate salt